C(C)(C)C=1C(=NC2=CC(=CC=C2C1C1=CC=CC=C1)O)C 3-isopropyl-2-methyl-4-phenylquinolin-7-ol